C(\C=C\C(=O)O)(=O)O.C(C1=CC=CC=C1)NC([C@@H](C)N1C(C(CC1=O)N(C)C)=O)=O (2R)-N-benzyl-2-(3-(dimethylamino)-2,5-dioxopyrrolidin-1-yl)propanamide fumarate